ClC1=CC=CC=2NCC(OC21)COC 8-chloro-2-(methoxymethyl)-3,4-dihydro-2H-1,4-benzoxazine